6-(imidazo[1,2-a]pyridine-3-carbonyl)-N-(5-(trifluoromethyl)pyridazin-3-yl)-4,5,6,7-tetrahydrothieno[2,3-c]pyridine-3-carboxamide N=1C=C(N2C1C=CC=C2)C(=O)N2CC1=C(CC2)C(=CS1)C(=O)NC=1N=NC=C(C1)C(F)(F)F